(R) or (S)-1-ethyl-4-fluoro-N'-((3-phenyl-6,7-dihydro-5H-cyclopenta[b]pyridin-4-yl)carbamoyl)-1H-pyrazole-3-sulfonimidamide C(C)N1N=C(C(=C1)F)[S@@](=O)(N)=NC(NC1=C2C(=NC=C1C1=CC=CC=C1)CCC2)=O |o1:8|